C(C1=CC=CC=C1)OC(=O)N(C)CC12CN(C(C1)C2)C(=O)OC(C)(C)C tert-butyl 4-[[benzyloxycarbonyl (methyl) amino] methyl]-2-azabicyclo[2.1.1]hexane-2-carboxylate